bis(2-(((4-methoxybenzyl)oxy)methyl)naphthalen-1-yl)methanol COC1=CC=C(COCC2=C(C3=CC=CC=C3C=C2)C(O)C2=C(C=CC3=CC=CC=C23)COCC2=CC=C(C=C2)OC)C=C1